CN([C@@]1(CN(CC1)C1=NN(C2=C1C=NC(=C2)NC(C)=O)C2=NC(=NC(=C2)CC)C(C)(C)F)C)C (S)-N-(3-(3-(dimethylamino)-3-methylpyrrolidin-1-yl)-1-(6-ethyl-2-(2-fluoropropan-2-yl)pyrimidin-4-yl)-1H-pyrazolo[4,3-c]pyridin-6-yl)acetamide